C1(CC1)C=1SC(=CN1)C1=CC(=NC=C1)N(C(=O)[C@@H]1CC[C@H](CC1)C(=O)O)C[C@@H]1CC[C@H](CC1)C1=CC(=C(C=C1)OC)C trans-4-((4-(2-Cyclopropylthiazol-5-yl)pyridin-2-yl)((trans-4-(4-methoxy-3-methylphenyl)cyclohexyl)methyl)carbamoyl)cyclohexanecarboxylic acid